C1(CC1)COC=1C=C(C=CC1OC(F)F)N[C@H]1C[C@H](N(C1)C(C)=O)CO 1-((2S,4S)-4-((3-(cyclopropylmethoxy)-4-(difluoromethoxy)phenyl)amino)-2-(hydroxymethyl)pyrrolidin-1-yl)ethan-1-one